ClC1=C(C(=O)N(C2(CC2)C#N)COC(=O)OCCCC(=O)OC(C)(C)C)C=C(C=C1)C=1C=NN(C1)C=1N(N=C(C1C(F)(F)F)C(C(F)(F)F)(F)F)C tert-Butyl 4-[({[{2-chloro-5-[2'-methyl-5'-(pentafluoroethyl)-4'-(trifluoromethyl)-2'H-[1,3'-bipyrazol]-4-yl]benzoyl}(1-cyanocyclopropyl)amino]methoxy}carbonyl)oxy]butanoate